C(CCCCC)C(C(=O)N)CC(=O)N.[Na] sodium hexyl-succinamide